1-(2,3-dihydrobenzofuran-4-yl)thiourea O1CCC2=C1C=CC=C2NC(=S)N